Benzyl N-[[4-[5-amino-4-cyano-1-(2,2,2-trifluoro-1-methyl-ethyl)pyrazol-3-yl]phenyl]methyl]carbamate NC1=C(C(=NN1C(C(F)(F)F)C)C1=CC=C(C=C1)CNC(OCC1=CC=CC=C1)=O)C#N